tert-butyl (3R)-3-[6-[2-cyano-6-fluoro-3-[[(3R)-3-methoxypyrrolidin-1-yl]sulfonylamino]phenoxy]-4-oxo-quinazolin-3-yl]-1-oxa-8-azaspiro[4.5]decane-8-carboxylate C(#N)C1=C(OC=2C=C3C(N(C=NC3=CC2)[C@H]2COC3(C2)CCN(CC3)C(=O)OC(C)(C)C)=O)C(=CC=C1NS(=O)(=O)N1C[C@@H](CC1)OC)F